N[C@H]1COCC[C@H]1C1=C(C2=NC(=CC(=C2S1)NCC=1SC=CC1)Cl)Br 2-((3R,4R)-3-aminotetrahydro-2H-pyran-4-yl)-3-bromo-5-chloro-N-(thiophen-2-ylmethyl)thieno[3,2-b]pyridin-7-amine